N-{(2R)-1-[(4-{N-[(7S)-4-fluorobicyclo[4.2.0]octa-1,3,5-trien-7-yl]-N'-hydroxycarbamimidoyl}-1,2,5-oxadiazol-3-yl)oxy]-3-hydroxypropan-2-yl}acetamide FC1=CC=C2C[C@@H](C2=C1)NC(=NO)C=1C(=NON1)OC[C@@H](CO)NC(C)=O